C(C1=CC=CC=C1)N1C2=C(C3=CC=CC=C13)C1=C(O2)C(C2=CC=CC=C2C1=O)=O 5-benzyl-5H-naphtho[2',3':4,5]furo[2,3-b]indole-7,12-dione